Chloro-2,4-dinitrobenzene ClC1=C(C=C(C=C1)[N+](=O)[O-])[N+](=O)[O-]